C(C)(C)(C)OC(=O)N1C[C@H](N([C@H](C1)C)C1=NC(=NC2=CC(=C(C=C12)Br)Cl)Cl)C (3R,5S)-4-(6-bromo-2,7-dichloroquinazolin-4-yl)-3,5-dimethylpiperazine-1-carboxylic acid tert-butyl ester